NC=1C2=C(C(NN1)=O)N(C=C2C2=CC(=C(CNC(C1=C(C=CC(=C1)F)OC)=O)C=C2)F)C2CCCC2 N-(4-(4-amino-1-cyclopentyl-7-oxo-6,7-dihydro-1H-pyrrolo[2,3-d]pyridazin-3-yl)-2-fluorobenzyl)-5-fluoro-2-methoxybenzamide